FC=1C2(C3=CC=CC=C3C1)CNC2 fluoro-spiro[azetidine-3,1'-indene]